Cl.C(C)(=O)N acetamide hydrochloride